2-chloro-N-(2-ethoxyethyl)-N-(2-methyl-1-phenyl-1-propen-1-yl)acetamide ClCC(=O)N(C(=C(C)C)C1=CC=CC=C1)CCOCC